ClC1=NC=C(C(=N1)NC1CCC(CC1)O)C(=O)O 2-chloro-4-(((1s,4s)-4-hydroxycyclohexyl)amino)pyrimidine-5-carboxylic acid